acrylonitrile sodium [Na].C(C=C)#N